C(C(C)C)C1=CC=C(C=C1)[C@@H](C(=O)O)C (S)-2-(4-isobutylphenyl)propanoic acid